CN(C1=CC=C(C=C1)[C@@H]1CN(CC1)C(=O)O)C(=O)OC1=CC=CC=C1 |r| (RS)-3-[4-(Methyl-phenoxycarbonyl-amino)-phenyl]-pyrrolidine-1-carboxylic acid